(R)-5-chloro-4-(1H-indol-3-yl)-N-(1-(1-(piperidin-4-ylmethyl)piperidin-4-yl)pyrrolidin-3-yl)pyrimidin-2-amine ClC=1C(=NC(=NC1)N[C@H]1CN(CC1)C1CCN(CC1)CC1CCNCC1)C1=CNC2=CC=CC=C12